1-(trifluoromethyl)cyclopropane-1-carboxylic acid FC(C1(CC1)C(=O)O)(F)F